FC1=C2C(NC(=NC2=CC(=C1)OCC1CCN(CC1)C1CN(C1)C1CCN(CC1)C1=C(C=C(C=C1)[N+](=O)[O-])F)COC1CCOCC1)=O 5-fluoro-7-((1-(1-(1-(2-fluoro-4-nitrophenyl)piperidin-4-yl)azetidin-3-yl)piperidin-4-yl)methoxy)-2-(((tetrahydro-2H-pyran-4-yl)oxy)methyl)quinazolin-4(3H)-one